3-bromo-1-(3-chloropyridin-2-yl)-N-(2-methyl-4-chloro-6-(dimethylaminoformyl)phenyl)-N-methyl-1H-pyrazole-5-carboxamide BrC1=NN(C(=C1)C(=O)N(C)C1=C(C=C(C=C1C(=O)N(C)C)Cl)C)C1=NC=CC=C1Cl